C(C1=CC=CC=C1)OC1=CC=C(C(=O)N2CCC(CC2)(C(=O)O)NC(CC2=CC=C(C=C2)OCC2=CC=CC=C2)=O)C=C1 1-(4-(benzyloxy)benzoyl)-4-(2-(4-(benzyloxy)phenyl)acetamido)piperidine-4-carboxylic acid